N-(6-chloropyridin-3-yl)methanesulfonamide ClC1=CC=C(C=N1)NS(=O)(=O)C